CNC(COC1=CC2=CC(=CC=3OCCN(C1=O)C32)[N+](=O)[O-])=O N-methyl-2-[(7-nitro-12-oxo-4-oxa-1-azatricyclo[7.3.1.05,13]trideca-5(13),6,8,10-tetraen-11-yl)oxy]acetamide